2-eicosyl-4,5-dihydro-1,3-oxazine C(CCCCCCCCCCCCCCCCCCC)C=1OCCCN1